IC1=CN(C=2N=C(N=C(C21)SC)NC(=O)C2CC2)S(=O)(=O)CC2=CC=CC=C2 N-(5-iodo-4-(methylsulfanyl)-7-toluenesulfonyl-7H-pyrrolo[2,3-d]pyrimidin-2-yl)cyclopropanecarboxamide